FC1=C(C=CC=C1C[C@@H]1N(CC([C@@H]1NS(N(C)C)(=O)=O)(F)F)C(=O)[C@H]1OCC1)C1=CC(=CC(=C1)C)F N'-{(2S,3R)-2-[(2,3'-difluoro-5'-methyl-[1,1'-biphenyl]-3-yl)methyl]-4,4-difluoro-1-[(2S)-oxetane-2-carbonyl]pyrrolidin-3-yl}-N,N-dimethylsulfuric diamide